ClC=1N=C(C2=C(N1)NC=C2C#N)N[C@H]2CN(CCC2)C(=O)OC(C)(C)C tert-butyl (R)-3-((2-chloro-5-cyano-7H-pyrrolo[2,3-d]pyrimidin-4-yl)amino)piperidine-1-carboxylate